FC(C1=CC=C(CN2C(C3=C(C=4C=CC=NC24)CCN(C3)C(=O)OC(C)(C)C)=O)C=C1)(F)F tert-butyl 6-(4-trifluoromethylbenzyl)-5-oxo-1,4,5,6-tetrahydropyrido[3,4-c][1,8]naphthyridine-3(2H)-carboxylate